racemic-5-(methoxymethyl)-5-methyl-N-[4-(4-methylpiperazin-1-yl)phenyl]-7-(1-methylpyrazol-3-yl)-6H-pyrrolo[2,3-d]pyrimidin-2-amine COC[C@]1(CN(C=2N=C(N=CC21)NC2=CC=C(C=C2)N2CCN(CC2)C)C2=NN(C=C2)C)C |r|